ClC1=C(C=C(C=C1)C1=CN(C(C=C1)=O)C(C)C)C[C@@H](C(=O)NC1=CC=C(C=C1)C1=NN=CN1C)NC(OC(C)(C)C)=O tert-butyl N-[(1S)-1-[[2-chloro-5-(1-isopropyl-6-oxo-3-pyridyl)phenyl]methyl]-2-[4-(4-methyl-1,2,4-triazol-3-yl)anilino]-2-oxo-ethyl]carbamate